(S)-2,2'-{[6-amino-1-({2-[(α-D-mannopyranosyl)oxy]ethyl}amino)-1-oxohexan-2-yl]azanediyl}bis(N-{2-[(α-D-mannopyranosyl)oxy]ethyl}acetamide) NCCCCC(C(=O)NCCO[C@@H]1[C@@H](O)[C@@H](O)[C@H](O)[C@H](O1)CO)N(CC(=O)NCCO[C@@H]1[C@@H](O)[C@@H](O)[C@H](O)[C@H](O1)CO)CC(=O)NCCO[C@@H]1[C@@H](O)[C@@H](O)[C@H](O)[C@H](O1)CO